C(C)[C@H]1CN2CCC3=C([C@H]2C=C1)N(C1=CC=CC(=C13)OC)S(=O)(=O)C1=CC=C(C)C=C1 (3R,12bR)-3-Ethyl-8-methoxy-12-tosyl-3,4,6,7,12,12b-hexahydroindolo[2,3-a]quinolizin